C(C)(C)(C)NS(=O)(=O)C1=CC(=CC=C1)C(=O)N1CC2(C3=CC(=CC=C13)NS(=O)(=O)C)CCC(CC2)C N-(tert-butyl)-3-((1r,4r)-4-methyl-5'-(methylsulfonamido)spiro[cyclohexane-1,3'-indoline]-1'-carbonyl)benzenesulfonamide